O1CCOC2=C1C=CC=C2C2=CC=C(C(=N2)OC)NC2=CC=C(CNCC1CC(NCC1)=O)C=C2 4-({4-[6-(2,3-Dihydro-benzo[1,4]dioxin-5-yl)-2-methoxy-pyridin-3-ylamino]-benzylamino}-methyl)-piperidin-2-one